C1(CCCCC1)C1=CC=C(CN(C(=O)[C@@H]2N(CC2)S(=O)(=O)C2=C(C(=C(C(=C2F)F)F)F)F)C2=C(C=C(C(=O)O)C=C2)F)C=C1 (R)-4-(N-(4-Cyclohexylbenzyl)-1-((perfluorophenyl)sulfonyl)azetidine-2-carboxamido)-3-fluorobenzoic acid